tert-butyl (R)-2-(hydroxymethyl)morpholine-4-carboxylate OC[C@H]1CN(CCO1)C(=O)OC(C)(C)C